(1-(4-bromopyridine-2-yl)piperidin-3-yl)carbamic acid tert-butyl ester C(C)(C)(C)OC(NC1CN(CCC1)C1=NC=CC(=C1)Br)=O